BrC=1C(=CC(=C(C1)NC(=O)C1=CNC(C=C1C(F)(F)F)=O)N1C[C@@H](N([C@@H](C1)C)C)C)F N-(5-bromo-4-fluoro-2-((3S,5R)-3,4,5-trimethylpiperazin-1-yl)phenyl)-6-oxo-4-(trifluoromethyl)-1,6-dihydropyridine-3-carboxamide